tert-butyl (1R,2S)-2-[1-tert-butoxycarbonyl-3-[(5-cyclopropylpyrimidin-4-yl)amino]indazol-6-yl]-5'-methoxy-2'-oxo-spiro[cyclopropane-1,3'-indoline]-1'-carboxylate C(C)(C)(C)OC(=O)N1N=C(C2=CC=C(C=C12)[C@@H]1C[C@@]12C(N(C1=CC=C(C=C21)OC)C(=O)OC(C)(C)C)=O)NC2=NC=NC=C2C2CC2